Cl.Cl.N1(CCCCC1)C1CCN(CC1)CCCC(=O)O[C@@H](CC)C=1N=C(SC1)C(=O)C1=CNC2=CC(=CC=C12)F (S)-1-(2-(6-fluoro-1H-indole-3-carbonyl)thiazol-4-yl)propyl 4-([1,4'-bipiperidin]-1'-yl)butanoate dihydrochloride